2-(1,1,2,2,3,3,3-heptafluoropropyl)-5-(2-{[1-(2-hydroxyethyl)-1H-1,2,3,4-tetrazol-5-yl]sulfanyl}-5-nitrobenzamido)benzamide FC(C(C(F)(F)F)(F)F)(F)C1=C(C(=O)N)C=C(C=C1)NC(C1=C(C=CC(=C1)[N+](=O)[O-])SC1=NN=NN1CCO)=O